N-((4-aminotetrahydro-2H-pyran-4-yl)methyl)-6-(6-chloro-5-fluoro-3-methyl-1H-indol-2-yl)pyrazine-2-carboxamide NC1(CCOCC1)CNC(=O)C1=NC(=CN=C1)C=1NC2=CC(=C(C=C2C1C)F)Cl